(R)-2-(bis(4-methoxybenzyl)amino)-N-((6-bromopyridazin-3-yl)methyl)-3-methyl-N-(1-(pyrimidin-2-yl)ethyl)quinoline-6-carboxamide COC1=CC=C(CN(C2=NC3=CC=C(C=C3C=C2C)C(=O)N([C@H](C)C2=NC=CC=N2)CC=2N=NC(=CC2)Br)CC2=CC=C(C=C2)OC)C=C1